ClC1=NC(=CC(=N1)N1[C@@H](COCC1)C)C(C)(C)S(=O)(=O)C (3R)-4-[2-chloro-6-(2-methylsulfonylprop-2-yl)pyrimidin-4-yl]-3-methylmorpholine